C(C)(CC)C1=CC(=CC(=C1O)N)N 6-sec-butyl-2,4-diaminophenol